C(C)CC(CC(=O)[O-])=O.C(C)CC(CC(=O)[O-])=O.C(CCC)[Sn+2]CCCC di-n-butyl-tin bis(ethylacetoacetate)